4-nitrobenzyl ((1s,4s)-4-(hydroxymethyl) cyclohexyl)(methyl)carbamate OCC1CCC(CC1)N(C(OCC1=CC=C(C=C1)[N+](=O)[O-])=O)C